N[C@H](C(=O)OCOC=1C=CC(=C2C=CC=NC12)[N+](=O)[O-])CC(=O)OC (S)-4-Methyl 1-(5-nitroquinolin-8-yloxy)methyl 2-aminosuccinate